S1C(=NC2=C1C=CC=C2)C(CCC(=O)C2=CC=CC=C2)CC(F)(F)F 4-(benzo[d]thiazol-2-yl)-6,6,6-trifluoro-1-phenylhexan-1-one